(+-)-4-(3-(1H-indol-4-yl)-1,4-oxazepan-4-yl)-6-methylpyrimidin-2-amine N1C=CC2=C(C=CC=C12)[C@@H]1COCCCN1C1=NC(=NC(=C1)C)N |r|